BrC=1C=2N(C=CC1)N=C(N2)N 8-bromo-[1,2,4]triazolo[1,5-a]pyridin-2-amine